COC(=O)C1(CC(C1)CC)C1=CC(=CC=C1)Br 1-(3-bromophenyl)-3-ethylcyclobutane-1-carboxylic acid methyl ester